1-(2-((4,4-dimethyl-3-phenyl-4,5-dihydroisoxazol-5-yl)methyl)quinolin-4-yl)ethan-1-one CC1(C(=NOC1CC1=NC2=CC=CC=C2C(=C1)C(C)=O)C1=CC=CC=C1)C